1-docosanoyl-2-(9Z-nonadecenoyl)-glycero-3-phosphocholine CCCCCCCCCCCCCCCCCCCCCC(=O)OC[C@H](COP(=O)([O-])OCC[N+](C)(C)C)OC(=O)CCCCCCC/C=C\CCCCCCCCC